O=C1N(C(C=C1)=O)CCCCCC(=O)N[C@H](C(=O)N[C@H](C(=O)NC1=C(C(=O)O)C=CC=C1)C)C(C)C 2-((S)-2-((S)-2-(6-(2,5-dioxo-2,5-dihydro-1H-pyrrol-1-yl)hexanamido)-3-methyl-butanamido)propanamido)benzoic acid